(3-chloro-6-(difluoromethyl)-2-fluorophenyl)-3-(cyclopropoxymethyl)pyrazine-2-carboxylic acid ClC=1C(=C(C(=CC1)C(F)F)C=1N=C(C(=NC1)C(=O)O)COC1CC1)F